4-FORMYLTETRAHYDROPYRAN C(=O)C1CCOCC1